1-[(1S)-1-{[(6-Bromo-3-fluoropyridin-2-yl)methyl](4-methoxybenzyl)amino}ethyl]cyclopropanol BrC1=CC=C(C(=N1)CN([C@@H](C)C1(CC1)O)CC1=CC=C(C=C1)OC)F